5-(benzyloxy)pyridin-2-amine C(C1=CC=CC=C1)OC=1C=CC(=NC1)N